N1=CC=C(C=C1)C1CC(C1)N 3-(pyridin-4-yl)cyclobutan-1-amine